C1(=CC=CC=C1)C(C1=CC=CC=C1)(C1=CC=CC=C1)C=CC1=CC=C(C=C1)O triphenylmethyl-p-hydroxystyrene